N-(3-((6,7-dimethoxy-4-oxo-3,4-dihydrophthalazin-1-yl)methyl)phenyl)sulphonamide hydrochloride Cl.COC=1C=C2C(NN=C(C2=CC1OC)CC=1C=C(C=CC1)NS(=O)=O)=O